CCC[C@@]12CCC[C@H]1C=1CCC=3C=C(C=CC3C1CC2)OC beta-ethyl-3-methoxy-estra-1,3,5(10),8(9)-tetraene